(S)-3-(hydroxymethyl)pyrrolidine-1-carboxylate OC[C@@H]1CN(CC1)C(=O)[O-]